5-(2,2-difluoroethyl)-4-hydroxy-1-methyl-2-oxo-N-phenyl-1,2,5,6-tetrahydropyridine-3-carbothioamide FC(CC1C(=C(C(N(C1)C)=O)C(NC1=CC=CC=C1)=S)O)F